FC1(CC(C1)(C=1N=NNC1C)NC(OC(C)(C)C)=O)F tert-butyl (3,3-difluoro-1-(5-methyl-1H-1,2,3-triazol-4-yl)cyclobutyl)carbamate